3-hydroxy-5-[(E)-(4-hydroxyphenyl)ethenyl]phenyl β-D-xylopyranoside O([C@H]1[C@H](O)[C@@H](O)[C@H](O)CO1)C1=CC(=CC(=C1)\C=C\C1=CC=C(C=C1)O)O